BrC1=C2CC(N(C2=CC(=C1C)Cl)CC)=O 4-Bromo-6-chloro-1-ethyl-5-methylindolin-2-one